(R)-3-(1-cyclopentyl-5-(2-(trifluoromethyl)phenyl)-1H-pyrazole-3-carboxamido)-4-(4-fluorophenoxy)butanoic acid C1(CCCC1)N1N=C(C=C1C1=C(C=CC=C1)C(F)(F)F)C(=O)N[C@H](CC(=O)O)COC1=CC=C(C=C1)F